CC(C)(C1CCCO1)C2CCCO2 2,2-di(tetrahydrofuryl)propane